(R)-5-(5-(2-hydroxy-6-methyl-4-(trifluoromethyl)phenyl)-2H-[1,2,3]triazolo[4,5-b]pyridin-2-yl)piperidin-2-one OC1=C(C(=CC(=C1)C(F)(F)F)C)C=1C=CC=2C(N1)=NN(N2)[C@@H]2CCC(NC2)=O